C(=O)O.O=C1NC(CCC1C1=CC=C(C=C1)C1CCN(CC1)CC1CCC(CC1)C=1N=C2N(C=C(C(=C2)OC(C)C)NC(=O)C2=NC(=CC=C2)C(F)(F)F)C1)=O N-[2-[4-[[4-[4-(2,6-dioxo-3-piperidinyl)phenyl]-1-piperidinyl]methyl]cyclohexyl]-7-isopropoxy-imidazo[1,2-a]pyridin-6-yl]-6-(trifluoromethyl)pyridine-2-carboxamide formate